CC1=CC(=NO1)C(=O)NCCCC1=CC=C(C=C1)C=1C=C2C=CC=NC2=CC1 5-methyl-N-(3-(4-(quinolin-6-yl)phenyl)propyl)isoxazole-3-carboxamide